potassium 4-phenylbutanoate C1(=CC=CC=C1)CCCC(=O)[O-].[K+]